C1(CCC1)C=1C(=NN(C1C1=CC=C(C=C1)F)C)NC(=O)[C@@H]1[C@](C1)(C)C(F)F (1S,2R)-N-(4-cyclobutyl-5-(4-fluorophenyl)-1-methyl-1H-pyrazol-3-yl)-2-(difluoromethyl)-2-methylcyclopropane-1-carboxamide